FC1(C=2N(CCC1)N=CC2S(=O)(N)=NC(NC2=C1CCCC1=CC=1CCCC21)=O)F 4,4-difluoro-N'-((1,2,3,5,6,7-hexahydro-s-indacen-4-yl)carbamoyl)-4,5,6,7-tetrahydropyrazolo[1,5-a]pyridine-3-sulfonimidamide